CCCCCCCN(CCCCCCC)C(=O)C N,N-diheptylacetamide